N-(benzo[d]isoxazol-3-yl)-[1,1-biphenyl]-4-sulfonamide O1N=C(C2=C1C=CC=C2)NS(=O)(=O)C2=CC=C(C=C2)C2=CC=CC=C2